(2R,4R)-N-((S)-1-((3-Carbamoyl-5-chlorobenzyl)amino)-1-oxopropan-2-yl)-4-phenylpyrrolidine-2-carboxamide Trifluoroacetate salt FC(C(=O)O)(F)F.C(N)(=O)C=1C=C(CNC([C@H](C)NC(=O)[C@@H]2NC[C@H](C2)C2=CC=CC=C2)=O)C=C(C1)Cl